C(C(C)(C)C)OC=1C=C(C=2N(C1)N=CC2C#N)C=2C=NC(=CC2)N2CCNCC2 6-(neopentyloxy)-4-(6-(piperazin-1-yl)pyridin-3-yl)pyrazolo[1,5-a]pyridine-3-carbonitrile